methyl 5-(3-(2-fluorobenzamido)propoxy)-4-methoxy-2-nitrobenzoate FC1=C(C(=O)NCCCOC=2C(=CC(=C(C(=O)OC)C2)[N+](=O)[O-])OC)C=CC=C1